ClC1=C(C(=NC=N1)N)[N+](=O)[O-] 6-chloro-5-nitro-pyrimidin-4-amine